N-(2-methoxy-1,1-dimethyl-ethyl)-6-[3-(5-methoxymethyl-isoxazol-3-yl)-[1,2,4]triazolo[3,4-a]phthalazin-6-yloxymethyl]-nicotinamide COCC(C)(C)NC(C1=CN=C(C=C1)COC1=NN2C(C3=CC=CC=C13)=NN=C2C2=NOC(=C2)COC)=O